ClC=1C=C2CC3=C(NN(CO3)C(=O)N(C3=CC=C(C=C3)OC(F)(F)F)C(=O)OC)C2=CC1 7-chloro-2,5-dihydro-2-[[(methoxycarbonyl)[4-(trifluoromethoxy)-phenyl]amino]carbonyl]indeno[1,2-e][1,3,4]oxadiazine